FC(F)(F)C=1C(=C(C=CC1C#N)C=1C(=CC=CC1)C1=CC=CC=C1)C(F)(F)F bis(trifluoromethyl)-[1,1':2',1''-terphenyl]-4-carbonitrile